N-(3-iodo-5-fluorophenyl)-N-ethyl-5,6-difluoro-2-hydrazinylquinazolin-4-amine IC=1C=C(C=C(C1)F)N(C1=NC(=NC2=CC=C(C(=C12)F)F)NN)CC